(S)-N-(4-(3-aminopiperidin-1-yl)-5-(1-(tetrahydro-2H-pyran-4-yl)-1H-pyrazol-4-yl)pyridin-2-yl)-1-isopropyl-1H-pyrazolo[3,4-b]pyridin-6-amine N[C@@H]1CN(CCC1)C1=CC(=NC=C1C=1C=NN(C1)C1CCOCC1)NC1=CC=C2C(=N1)N(N=C2)C(C)C